(4-fluorophenoxy)nicotinoyl chloride FC1=CC=C(OC2=C(C(=O)Cl)C=CC=N2)C=C1